N-(2',4',5'-Trifluorobiphenyl-2-yl)-3-(chloromethyl)-1-methylpyrazol-4-yl-carboxamide FC1=C(C=C(C(=C1)F)F)C1=C(C=CC=C1)NC(=O)C=1C(=NN(C1)C)CCl